2-diethylaminoethyl-acrylamide C(C)N(CCC(C(=O)N)=C)CC